OC1(CCC1)CN1C(N(CC12CCC(CC2)(C2=CC=CC=C2)NC)C2=C(C#N)C=CC=C2)=O 2-(1-((1-hydroxycyclobutyl)methyl)-8-(methylamino)-2-oxo-8-phenyl-1,3-diazaspiro[4.5]decan-3-yl)benzonitrile